C(C)(C)OC1=C(C=C(C(=O)O)C=C1)C(=O)OC 4-isopropoxy-3-(methoxycarbonyl)benzoic acid